C(#N)CC1(CCN(CC1)CC1=CC=C(C=C1)C1=CC(=CC=C1)C(F)(F)F)N1N=C(C(=C1)C(=O)N)NC(=O)C1CC1 1-[4-(cyanomethyl)-1-[[4-[3-(trifluoromethyl)phenyl]phenyl]methyl]-4-piperidyl]-3-(cyclopropanecarbonylamino)pyrazole-4-carboxamide